7-(sec-butoxy)-2-(1-methyl-2-oxabicyclo[2.1.1]hex-4-yl)imidazo[1,2-a]pyrimidine-6-carboxylic acid methyl ester COC(=O)C=1C(=NC=2N(C1)C=C(N2)C21COC(C2)(C1)C)OC(C)CC